tert-butyl [1-({3-[(5-chloropyridin-2-yl)amino]pyridin-2-yl}amino)-1-oxopropan-2-yl]carbamate ClC=1C=CC(=NC1)NC=1C(=NC=CC1)NC(C(C)NC(OC(C)(C)C)=O)=O